3-[(3aR,4R,6R,6aS)-6-[4-amino-2-chloro-5-(1-methylpyrazol-3-yl)pyrrolo[2,3-d]pyrimidin-7-yl]-2,2-dimethyl-tetrahydro-3aH-cyclopenta[d][1,3]dioxol-4-yl]benzaldehyde NC=1C2=C(N=C(N1)Cl)N(C=C2C2=NN(C=C2)C)[C@@H]2C[C@@H]([C@@H]1[C@H]2OC(O1)(C)C)C=1C=C(C=O)C=CC1